2,6-di-isopropyl-4-isopropoxypyridine C(C)(C)C1=NC(=CC(=C1)OC(C)C)C(C)C